C(#N)C1CN(C1)C1=NN(C2=C1C=NC(=C2)NC(C)=O)C2OCCCC2 N-(3-(3-cyanoazetidin-1-yl)-1-(tetrahydro-2H-pyran-2-yl)-1H-pyrazolo[4,3-c]pyridin-6-yl)acetamide